2-((2-(bis(4-methoxyphenyl)(phenyl)methoxy)ethyl)disulfaneyl)ethyl (4-nitrophenyl) carbonate C(OCCSSCCOC(C1=CC=CC=C1)(C1=CC=C(C=C1)OC)C1=CC=C(C=C1)OC)(OC1=CC=C(C=C1)[N+](=O)[O-])=O